CC1(OC2=CC(=CC=C2C(C1)=O)C(C)N1C[C@@H](N(C[C@H]1C)C=1C=2N=C(N(C2N(C(N1)=O)C)CC)CC#N)C)C 2-(6-((2S,5R)-4-(1-(2,2-dimethyl-4-oxochroman-7-yl)ethyl)-2,5-dimethyl-piperazin-1-yl)-9-ethyl-3-methyl-2-oxo-3,9-dihydro-2H-purin-8-yl)acetonitrile